C(#N)C1=CC(=C(COC2=CC=CC(=N2)C2CCN(CC2)[C@@H](C)C2=NC=3C(=NC(=CC3)C(=O)O)N2C[C@H]2OCC2)C=C1)F 2-((S)-1-(4-(6-((4-cyano-2-fluorobenzyl)oxy)pyridin-2-yl)piperidin-1-yl)ethyl)-3-(((S)-oxetan-2-yl)methyl)-3H-imidazo[4,5-b]pyridine-5-carboxylic acid